N[C@@H](CC(=O)O)CC1=C(C=CC=C1)F (R)-β-amino-4-(2-fluorophenyl)-butyric acid